5,5'-dibromo-3,3'-bithiophene BrC1=CC(=CS1)C1=CSC(=C1)Br